N-(2-acetamido-4-aminophenyl)-2-(dimethylamino)-N-methylacetamide C(C)(=O)NC1=C(C=CC(=C1)N)N(C(CN(C)C)=O)C